C(C)(=O)N1CCC=2C1=C(N=C(C2)OC)C(=O)OC methyl 1-acetyl-5-methoxy-2,3-dihydro-1H-pyrrolo[2,3-c]pyridine-7-carboxylate